5-chloro-2-((4-cyano-2-methylphenyl)amino)-N-(6-methoxy-2-methylpyridin-3-yl)benzamide ClC=1C=CC(=C(C(=O)NC=2C(=NC(=CC2)OC)C)C1)NC1=C(C=C(C=C1)C#N)C